NC=CC(=O)OC(C)C isopropyl 3-aminoacrylate